7-hydroxy-8-iodo-2-(trifluoromethyl)-4H-chromen-4-one OC1=CC=C2C(C=C(OC2=C1I)C(F)(F)F)=O